CC1=NC=CC(=C1)C1=CC=C(OC2=C(N=NN2)C(=O)O)C=C1 5-(4-(2-methylpyridin-4-yl)phenoxy)-1H-1,2,3-triazole-4-carboxylic acid